(10S)-N-(4-(imidazo[1,2-a]pyridin-7-yloxy)-3-methylphenyl)-8,9,10,11-tetrahydro-7H-6,10-methanopyrimido[4',5':5,6]pyrido[3,2-b][1,4,7]oxadiazonin-4-amine N=1C=CN2C1C=C(C=C2)OC2=C(C=C(C=C2)NC2=NC=NC1=CC=3OC[C@H]4NCCN(C3N=C12)C4)C